C(N)(=O)C1=CC(=C(C=C1)C1=CC(=CC=C1)C(CCN1N(C(CC1)=O)CCC1=CC=C(C(=O)OC)C=C1)=O)C methyl 4-(2-(2-(3-(4'-carbamoyl-2'-methyl-[1,1'-biphenyl]-3-yl)-3-oxopropyl)-5-oxopyrazolidin-1-yl)ethyl)benzoate